8-Chloro-N-methyl-1-[trans-4-(pyridin-2-yloxy)cyclohexyl]-5,6-dihydro-4H-[1,2,4]triazolo[4,3-a][1]benzazepin-5-amin ClC=1C=CC2=C(CC(CC=3N2C(=NN3)[C@@H]3CC[C@H](CC3)OC3=NC=CC=C3)NC)C1